OC1=C(C(=O)O[C@H](C2=CC(=C(C=C2)Cl)F)[C@H]2C[C@H]([C@@H]3OC(O[C@@H]32)(C)C)N3C=CC2=C3N=CN=C2N)C=CC=C1[N+](=O)[O-] (S)-((3aR,4R,6R,6aS)-6-(4-amino-7H-pyrrolo[2,3-d]pyrimidin-7-yl)-2,2-dimethyltetrahydro-4H-cyclopenta[d][1,3]dioxol-4-yl)(4-chloro-3-fluorophenyl)methanol 1-hydroxy-3-nitrobenzoate